FC(C1=CC(=NC=C1)OC1=CC2=C(N=C(S2)N2C([C@H]3[C@H]4C=C[C@@H]([C@H]3C2=O)C4)=O)C=C1)(F)F (1R,2S,6R,7S)-4-[6-[[4-(trifluoromethyl)-2-pyridyl]oxy]-1,3-benzothiazol-2-yl]-4-azatricyclo[5.2.1.02,6]dec-8-ene-3,5-dione